FC1=C(N=CC2=C1N=C(N=C2N2CC(CCCC2)(O)C)OCC21CCCN1CCC2)C2=CC=CC1=CC=CC(=C21)F 1-(8-fluoro-7-(8-fluoronaphthalen-1-yl)-2-((hexahydro-1H-pyrrolizin-7a-yl)methoxy)pyrido[4,3-d]Pyrimidin-4-yl)-3-methylazepan-3-ol